(3ar,6as)-5-(4-bromophenyl)hexahydropyrrolo[3,4-c]pyrrole-2(1H)-carboxylic acid tert-butyl ester C(C)(C)(C)OC(=O)N1C[C@@H]2CN(C[C@@H]2C1)C1=CC=C(C=C1)Br